7-fluoro-2-(4,4,5,5-tetramethyl-1,3,2-dioxaborolan-2-yl)-1H-indole FC=1C=CC=C2C=C(NC12)B1OC(C(O1)(C)C)(C)C